CC=CC1=CC=C(C=C1)C methyl-4-methylstyrene